COC=1NC=C(N1)C1COCC1 2-methoxy-4-(tetrahydrofuran-3-yl)-1H-imidazole